NC1=C(C=C(C2=CC3=C(C=CC(=C3C=C12)O)N)O)Cl 1,5-diamino-4,8-dihydroxy-2-chloroanthracene